dimethyl (2S,4R)-2-[tert-butoxycarbonyl(methyl)amino]-4-hydroxy-pentanedioate C(C)(C)(C)OC(=O)N([C@H](C(=O)OC)C[C@H](C(=O)OC)O)C